C1(CCC1)NCC1=CC(=C2CN(C(C2=C1)=O)C1=CC(=CC=C1)C1(CC(C1)OC)C1=NN=CN1C)C(F)(F)F 6-((cyclobutylamino)methyl)-2-(3-((1r,3r)-3-methoxy-1-(4-methyl-4H-1,2,4-triazol-3-yl)cyclobutyl)phenyl)-4-(trifluoromethyl)isoindolin-1-one